1-(5-((4-(Benzo[b]thiophen-4-yl)piperazine-1-yl)methyl)-1-oxoisoindolin-2-yl)dihydropyrimidine-2,4(1H,3H)-dione S1C2=C(C=C1)C(=CC=C2)N2CCN(CC2)CC=2C=C1CN(C(C1=CC2)=O)N2C(NC(CC2)=O)=O